C(C1=CC=CC=C1)C=1N(C=2C(=C3CC[C@@H](NC3=CC2)C)N1)C1CCN(CC1)C (7S)-2-Benzyl-7-methyl-3-(1-methylpiperidin-4-yl)-3H,6H,7H,8H,9H-imidazo[4,5-f]chinolin